1-((2,4-diaminopyrimidin-5-yl)methyl)-4,5,6-trimethoxyindoline-2,3-dione NC1=NC=C(C(=N1)N)CN1C(C(C2=C(C(=C(C=C12)OC)OC)OC)=O)=O